N(N)C1=C(C(=O)O)C=CC(=N1)C(F)(F)F 2-hydrazino-6-(trifluoromethyl)nicotinic acid